2-[(4-{3-(cyanomethyl)-3-[4-(5-cyano-1H-pyrrolo[2,3-b]pyridin-4-yl)-1H-pyrazol-1-yl]azetidin-1-yl}piperidin-1-yl)carbonyl]terephthalonitrile C(#N)CC1(CN(C1)C1CCN(CC1)C(=O)C1=C(C#N)C=CC(=C1)C#N)N1N=CC(=C1)C1=C2C(=NC=C1C#N)NC=C2